benzyl (((2-(((3S,6S,9aS)-5-oxo-3-(3-(pyridin-3-yl)azetidine-1-carbonyl)octahydro-1H-pyrrolo[1,2-a]azepin-6-yl)carbamoyl)benzo[b]thiophen-5-yl)methyl)(phenoxy) phosphoryl)-L-leucinate O=C1[C@H](CCC[C@@H]2N1[C@@H](CC2)C(=O)N2CC(C2)C=2C=NC=CC2)NC(=O)C2=CC1=C(S2)C=CC(=C1)CP(=O)(OC1=CC=CC=C1)N[C@@H](CC(C)C)C(=O)OCC1=CC=CC=C1